lithium 3-methyl-1,1-diphenylpentane-1-ide CC(C[C-](C1=CC=CC=C1)C1=CC=CC=C1)CC.[Li+]